C1(CC1)S(=O)(=O)NC=1SC=C(N1)C(C(=O)NC1=CC=C(C=C1)C1=NC(=CN=C1)OC)(CC)CC 2-(2-(cyclopropanesulfonylamino)thiazol-4-yl)-2-ethyl-N-(4-(6-methoxypyrazin-2-yl)phenyl)butanamide